3-fluoro-4-((prop-2-yn-1-yloxy)methyl)piperidine-1-carboxylic acid tert-butyl ester C(C)(C)(C)OC(=O)N1CC(C(CC1)COCC#C)F